C1(CC1)C(=O)NC1=NC=C(C(=O)N)C(=C1)NC1=C(C(=CC=C1)C=1C=NN(C1)[C@@H]1[C@H](CCC1)OC)OC 6-(cyclopropanecarboxamido)-4-((2-methoxy-3-(1-((1S,2S)-2-methoxycyclopentyl)-1H-pyrazol-4-yl)phenyl)amino)nicotinamide